BrC=1C=CC2=C(N=C(S2)N2CCN(CC2)C(=O)OC(C)(C)C)C1 tert-butyl 4-(5-bromobenzo[d]thiazol-2-yl)piperazine-1-carboxylate